4-(((R)-2-methoxypropyl)(4-(5,6,7,8-tetrahydro-1,8-naphthyridin-2-yl)butyl)amino)-2-((2-(pyridin-3-yl)quinazolin-4-yl)amino)butanoic acid CO[C@@H](CN(CCC(C(=O)O)NC1=NC(=NC2=CC=CC=C12)C=1C=NC=CC1)CCCCC1=NC=2NCCCC2C=C1)C